1-Hydroxy-3-phenylpropan-2-one OCC(CC1=CC=CC=C1)=O